FC(C(=O)NCC1(CCNCC1)NC(C(F)(F)F)=O)(F)F 2,2,2-trifluoro-N-[[4-(2,2,2-trifluoroacetamido)piperidin-4-yl]methyl]acetamide